NC1=NC=CC2=C1N=C(N=C2)C=2C=C(C=CC2)C#CC2(CCCC2)O 1-[2-[3-(8-aminopyrido[3,4-d]pyrimidin-2-yl)phenyl]ethynyl]cyclopentanol